NC(C(=O)O)C1=CC=C(C=C1)C1=CC(=CC(=C1)C(N)=O)C1=CC=C(C=C1)S(N)(=O)=O amino-5'-carbamoyl-4''-sulfamoyl-[1,1':3',1''-terphenyl]-4-ylacetic acid